Cl.ClC1=C(C=CC=C1[C@]1(NC(N(C(C1)=O)[C@H]1C[C@H](OCC1)C)=N)C)NC(=O)C1=NC=CC(=N1)C |o1:15,17| N-(2-Chloro-3-{(4S)-2-imino-4-methyl-1-[(2R*,4R*)-2-methyl-tetrahydropyran-4-yl]-6-oxo-hexahydropyrimidin-4-yl}phenyl)-4-methylpyrimidine-2-carboxamide hydrochloride